C(C)(C)(C)[S@@](=O)N[C@H](CC)C1CCC(CC1)C(=O)OCC Ethyl (1R,4r)-4-((R)-1-(((R)-tert-butylsulfinyl)amino)propyl)cyclohexane-1-carboxylate